FC1(CC(C1)(CC1=NN=CN1C)C=1C=C(C=CC1)NC(C1=NC(=CC=C1)C(F)(F)F)=O)F N-(3-(3,3-difluoro-1-((4-methyl-4H-1,2,4-triazol-3-yl)methyl)cyclobutyl)-phenyl)-6-(trifluoromethyl)picolinamide